CC1=C2NC=C(C[C@H](N)C(=O)O)C2=CC=C1 |r| 7-methyl-DL-tryptophan